3,5-dichlorobenzyl 4-(4-(1H-imidazol-5-yl)piperidine-1-carbonyl)piperidine-1-Carboxylate N1C=NC=C1C1CCN(CC1)C(=O)C1CCN(CC1)C(=O)OCC1=CC(=CC(=C1)Cl)Cl